trihydroxy(methyl)silane O[Si](C)(O)O